FC1=CC=C(C=C1)N1N=CC2=CC(=CC=C12)N1C[C@H](N(CC1)S(=O)(=O)CCC)C (R)-1-(4-fluorophenyl)-5-(3-methyl-4-(propylsulfonyl)piperazin-1-yl)-1H-indazole